ClC=1C=C(C=CC1F)NC(=O)N[C@@H](C)C1=CNC(C2=CC(=C(C=C12)F)F)=O (S)-1-(3-chloro-4-fluorophenyl)-3-(1-(6,7-difluoro-1-oxo-1,2-dihydroisoquinolin-4-yl)ethyl)urea